N1=C(C=CC=C1)C1=NC=CC=C1.N1=C(C=CC=C1)C1=NC=CC=C1.N1=C(C=CC=C1)C1=NC=CC=C1.[Ru+2] Ruthenium(II) Tris(bipyridyl)